methyl-2-(3-aminoprop-1-yn-1-yl)-4-(piperidin-4-ylamino)benzoate dihydrochloride Cl.Cl.COC(C1=C(C=C(C=C1)NC1CCNCC1)C#CCN)=O